4-(5-cyano-2-methoxyphenyl)-6-methyl-N-(5-picolinoyl-4,5,6,7-tetrahydrothiazolo[5,4-c]pyridin-2-yl)nicotinamide C(#N)C=1C=CC(=C(C1)C1=CC(=NC=C1C(=O)NC=1SC=2C(NCCC2N1)C(C=1C=CC=NC1)=O)C)OC